N1C(C2(C3=CC=CC=C13)CC2)=O 1'H-spiro[cyclopropan-1,3'-indol]-2'-one